1-(4-(4-(1,3-dioxolan-2-yl)piperidin-1-yl)phenyl)-3-(4-methoxybenzyl)dihydropyrimidine-2,4(1H,3H)-dione O1C(OCC1)C1CCN(CC1)C1=CC=C(C=C1)N1C(N(C(CC1)=O)CC1=CC=C(C=C1)OC)=O